butoxy-7-((1-(piperidin-3-ylmethyl)-1H-pyrazol-4-yl)methyl)imidazo[2,1-f][1,2,4]triazin-4-amine C(CCC)OC1=NN2C(C(=N1)N)=NC=C2CC=2C=NN(C2)CC2CNCCC2